CN1CCC(CC1)C=1SC(=CN1)NC1=NC=C(C(=N1)NCCCN1CCOCCC1=O)C(F)(F)F 4-(3-((2-((2-(1-methylpiperidin-4-yl)thiazol-5-yl)amino)-5-(trifluoromethyl)pyrimidin-4-yl)amino)propyl)-1,4-oxazepan-5-one